tert-butyl N-[(3S)-1-[4-iodo-6-(morpholin-4-yl)pyridin-2-yl]-3-methylpiperidin-3-yl]carbamate IC1=CC(=NC(=C1)N1CCOCC1)N1C[C@@](CCC1)(C)NC(OC(C)(C)C)=O